C(C1=CC=CC=C1)OC(=O)N1CCN(C2=CC=CC(=C12)C)C1=CC2=C(N=C(N=C2)S(=O)(=O)C)N(C1=O)C1=CC(=CC=C1)Cl 4-[8-(3-chlorophenyl)-2-methylsulfonyl-7-oxo-pyrido[2,3-d]pyrimidin-6-yl]-8-methyl-2,3-dihydroquinoxaline-1-carboxylic acid benzyl ester